acetyl-syringaldehyde C(C)(=O)C1=C(C=O)C=C(C(=C1OC)O)OC